2-(4-(1H-tetrazol-5-yl)phenyl)-2-(3,3-difluorocyclopentyl)-N-(1-methyl-5-(trifluoromethyl)-1H-pyrazol-3-yl)acetamide N1N=NN=C1C1=CC=C(C=C1)C(C(=O)NC1=NN(C(=C1)C(F)(F)F)C)C1CC(CC1)(F)F